(R)-6-chloro-3-((1-(3,6-dimethyl-2-(4-(5-methyl-1H-pyrazol-3-yl)piperidin-1-yl)-4-oxo-3,4-dihydroquinazolin-8-yl)ethyl)amino)-N-(methylsulfonyl)picolinamide ClC1=CC=C(C(=N1)C(=O)NS(=O)(=O)C)N[C@H](C)C=1C=C(C=C2C(N(C(=NC12)N1CCC(CC1)C1=NNC(=C1)C)C)=O)C